N-benzyl-7-(2-bromo-pyridin-4-yl)-7H-pyrrolo[2,3-d]pyrimidin-2-amine C(C1=CC=CC=C1)NC=1N=CC2=C(N1)N(C=C2)C2=CC(=NC=C2)Br